ClC=1C=C(C=CC1C(=O)NN)B(O)O 3-CHLORO-4-(HYDRAZINOCARBONYL)BENZENEBORONIC ACID